tert-butyl N-[(3S,5R)-5-methyl-3-piperidyl]carbamate C[C@@H]1C[C@@H](CNC1)NC(OC(C)(C)C)=O